COCC1=NN(C(=C1)C(=O)N)C 3-(methoxymethyl)-1-methyl-1H-pyrazole-5-carboxamide